4-(4-(methoxycarbonyl)benzyl)piperidine-1-carboxylic acid tert-butyl ester C(C)(C)(C)OC(=O)N1CCC(CC1)CC1=CC=C(C=C1)C(=O)OC